(14S)-17-[4-(aminomethyl)pyridin-2-yl]-8-tert-butyl-12,12-dimethyl-2λ6-thia-3,9,11,18,23-pentaazatetracyclo[17.3.1.111,14.05,10]tetracosa-1(22),5,7,9,19(23),20-hexaene-2,2,4-trione NCC1=CC(=NC=C1)C1CC[C@H]2CC(N(C3=NC(=CC=C3C(NS(C3=CC=CC(N1)=N3)(=O)=O)=O)C(C)(C)C)C2)(C)C